tert-Butyl (2R,5S)-2,5-dimethyl-4-(5-methyl-7-(4-(trifluoromethyl)pyridin-2-yl)-7H-pyrrolo[2,3-d]pyrimidin-4-yl)piperazine-1-carboxylate C[C@H]1N(C[C@@H](N(C1)C=1C2=C(N=CN1)N(C=C2C)C2=NC=CC(=C2)C(F)(F)F)C)C(=O)OC(C)(C)C